5-oxaspiro[3.5]nonane C1CCC12OCCCC2